N-[(1S)-1-cyclohexyl-2-[4-(3,5-dimethyl-1H-pyrazol-4-yl)anilino]-2-oxo-ethyl]-2-(difluoromethyl)pyrazole-3-carboxamide C1(CCCCC1)[C@@H](C(=O)NC1=CC=C(C=C1)C=1C(=NNC1C)C)NC(=O)C=1N(N=CC1)C(F)F